CC1OC2=C3C(N4CC5CCC(C14)N5C(=O)[O-])=NC(=NC3=CC=N2)OC[C@@]23CCCN3CCC2=C 5-methyl-12-(((R)-1-methylenetetrahydro-1H-pyrrolizin-7a(5H)-yl)methoxy)-5a,6,7,8,9,10-hexahydro-5H-4-oxa-3,10a,11,13,14-pentaaza-6,9-methanonaphtho[1,8-ab]heptalene-14-carboxylate